The molecule is a triterpenoid that is (18alpha)-19,28-epoxyoleanane substituted by a hydroxy group at position 3. It is a triterpenoid, a cyclic ether and a secondary alcohol. It derives from a hydride of an oleanane. C[C@@]12CC[C@@]34CCC(C([C@@H]3[C@H]1CC[C@H]5[C@]2(CC[C@@H]6[C@@]5(CC[C@@H](C6(C)C)O)C)C)OC4)(C)C